FC1=C(C(=C(C=C1F)F)F)OC(=O)C1=CC(=C(C=C1)C1=CC=CC=C1)C(NC(CCC(NCC#C)=O)(CCC(NCC#C)=O)CCC(NCC#C)=O)=O ((1,7-dioxo-4-(3-oxo-3-(prop-2-yn-1-ylamino)propyl)-1,7-bis(prop-2-yn-1-ylamino)hept-4-yl)carbamoyl)-[1,1'-biphenyl]-4-carboxylic acid 2,3,5,6-tetrafluorophenyl ester